N-(2-((2-(azetidin-1-yl)ethyl)(methyl)amino)-5-((5-chloro-4-((1-(methylsulfonyl)indolin-7-yl)amino)pyrimidin-2-yl)amino)-4-methoxyphenyl)acrylamide N1(CCC1)CCN(C1=C(C=C(C(=C1)OC)NC1=NC=C(C(=N1)NC=1C=CC=C2CCN(C12)S(=O)(=O)C)Cl)NC(C=C)=O)C